tert-butyl (3S)-3-[(1R)-2-[[2-(4-bromobenzoyl)-3,4-dihydro-1H-isoquinoline-6-carbonyl]amino]-1-hydroxy-ethyl]-7-(methoxymethoxy)-3,4-dihydro-1H-isoquinoline-2-carboxylate BrC1=CC=C(C(=O)N2CC3=CC=C(C=C3CC2)C(=O)NC[C@@H](O)[C@H]2N(CC3=CC(=CC=C3C2)OCOC)C(=O)OC(C)(C)C)C=C1